3-(7-(3-((carboxymethyl)amino)-3-oxopropyl)-13,18-diethyl-2,5,8,12,17-pentamethyl-7H,8H-porphyrin-3-carboxamido)propanoic acid C(=O)(O)CNC(CCC1C2=C(C3=C(C(=C(N3)C=C3C(=C(C(C=C4C(=C(C(=CC(C1C)=N2)N4)C)CC)=N3)C)CC)C)C(=O)NCCC(=O)O)C)=O